6-cyano-2-phenyl-2-(thiophen-2-yl)hexanoic acid methyl ester COC(C(CCCCC#N)(C=1SC=CC1)C1=CC=CC=C1)=O